(S)-3-(isoquinolin-4-yl)-1-(1-methyl-1H-pyrazol-4-yl)-2-oxoimidazoline-4-carbonitrile C1=NC=C(C2=CC=CC=C12)N1C(N(C[C@H]1C#N)C=1C=NN(C1)C)=O